N-ethoxy-6-((5-(hydroxymethyl)pyridin-2-yl)amino)nicotinamide C(C)ONC(C1=CN=C(C=C1)NC1=NC=C(C=C1)CO)=O